C(C)(C)(C)OC(C(CC1=NC(=CC=C1)Cl)(C)C)=O 3-(6-Chloropyridin-2-yl)-2,2-dimethylpropionic acid tert-butyl ester